2,4-diamino-6-[2-(2-ethyl-4-methyl-1-imidazolyl)ethyl]-s-triazine NC1=NC(=NC(=N1)N)CCN1C(=NC(=C1)C)CC